(S)-2-(1-(3-cyclohexylthioureido)-2-phenylethyl)-5-(1H-indol-3-yl)-oxazole-4-carboxylic acid methyl ester COC(=O)C=1N=C(OC1C1=CNC2=CC=CC=C12)[C@H](CC1=CC=CC=C1)NC(=S)NC1CCCCC1